(2S,4S)-N2-(3-chloro-4-fluorophenyl)-N2-methyl-1-[6-methyl-4-(trifluoromethyl)pyridin-2-yl]-N4-(1,3-thiazol-2-yl)pyrrolidine-2,4-dicarboxamide ClC=1C=C(C=CC1F)N(C(=O)[C@H]1N(C[C@H](C1)C(=O)NC=1SC=CN1)C1=NC(=CC(=C1)C(F)(F)F)C)C